isobutyl 2-ethyl-α-cyanocinnamate C(C)C1=C(C=C(C(=O)OCC(C)C)C#N)C=CC=C1